CSC[C@H]1N(CC1)C(=O)OC(C)(C)C tert-butyl (2S)-2-(methylsulfanylmethyl)azetidine-1-carboxylate